N1CC(C1)OC1=NC=C(C2=CC(=NC=C12)Cl)Br 1-(azetidin-3-yloxy)-4-bromo-6-chloro-2,7-naphthyridine